trans-4-(4-fluorophenyl)-N-(4-hydroxy-3-(methylsulfonyl)phenyl)cyclohexane-1-carboxamide FC1=CC=C(C=C1)[C@@H]1CC[C@H](CC1)C(=O)NC1=CC(=C(C=C1)O)S(=O)(=O)C